CC1=C(C=CC(=C1)F)F P-ditrifluorotoluene